dihydroxy-ethyl-amine oxide O[N+](CC)(O)[O-]